[1-(dicyclohexylmethyl)-2-[[5-[5-ethyl-3-methyl-1-(2-trimethylsilylethoxymethyl)pyrazol-4-yl]-6-fluoro-2-pyridinyl]amino]-2-oxo-ethyl]-3-methyl-isoxazole-4-carboxamide C1(CCCCC1)C(C(C(=O)NC1=NC(=C(C=C1)C=1C(=NN(C1CC)COCC[Si](C)(C)C)C)F)C1=C(C(=NO1)C)C(=O)N)C1CCCCC1